OC(C(=O)O)CCCCCCCCCCCCCCCCCCCCCCCCCC hydroxyoctacosanoic acid